5-(2-adamantyloxycarbonylmethyloxycarbonyl)-bicyclo[2.2.1]Hept-2-ene C12C(C3CC(CC(C1)C3)C2)OC(=O)COC(=O)C2C3C=CC(C2)C3